C(C)OC(C1=C(C(=C(C=C1C)O)C)O)=O ethyl-2,4-dihydroxy-3,6-dimethylbenzoate